FC1=CC(=C(C=C1)C(C)N1C[C@@H](N(C[C@H]1C)C=1C=2C(N(C(N1)=O)C)=CN(N2)CC#N)C)C(F)(F)F 2-(7-((2s,5r)-4-(1-(4-fluoro-2-(trifluoromethyl)phenyl)ethyl)-2,5-dimethylpiperazin-1-yl)-4-methyl-5-oxo-4,5-dihydro-2H-pyrazolo[4,3-d]pyrimidin-2-yl)acetonitrile